FC=1C=C(C=CC1[N+](=O)[O-])/C=C/C#N (E)-3-(3-fluoro-4-nitrophenyl)acrylonitrile